CN1C(C(CC1)O)C1=NC=CC=C1 1-Methyl-2-(2-pyridinyl)pyrrolidin-3-ol